6-hydroxy-4-(4-methylpiperazin-1-yl)quinoline-2-carboxylic acid methyl ester COC(=O)C1=NC2=CC=C(C=C2C(=C1)N1CCN(CC1)C)O